methyl (trans)-4-amino-1-[6-(3-cyano-2-hydroxyphenyl)-3-(3,5-difluorophenyl)quinolin-4-yl]piperidine-3-carboxylate N[C@H]1[C@@H](CN(CC1)C1=C(C=NC2=CC=C(C=C12)C1=C(C(=CC=C1)C#N)O)C1=CC(=CC(=C1)F)F)C(=O)OC